8-isopropyl-2-(pyridin-2-yl)-5-(4-(trifluoromethyl)benzyl)-2,5,8-triazaspiro[3.5]nonane-6,9-dione C(C)(C)N1CC(N(C2(CN(C2)C2=NC=CC=C2)C1=O)CC1=CC=C(C=C1)C(F)(F)F)=O